C(C)(C)N1CCN(CC1)C1=CC=C(C=C1)C=1C=C(C2=C(N(C(=N2)C2CCS(CC2)(=O)=O)C)C1)C1CCN(CC1)C1COC1 4-(6-(4-(4-isopropylpiperazin-1-yl)phenyl)-1-methyl-4-(1-(oxetan-3-yl)piperidin-4-yl)-1H-benzo[d]imidazol-2-yl)tetrahydro-2H-thiopyran 1,1-dioxide